(E)-3-(3-ethoxy-3-oxoprop-1-en-1-yl)azetidine-1-carboxylic acid tert-butyl ester C(C)(C)(C)OC(=O)N1CC(C1)\C=C\C(=O)OCC